C1(=CC=CC=C1)[C@@H](CO)O (S)-1-phenyl-1,2-ethanediol